1-(4-chloro-6-((3-(trimethoxysilyl)propyl)amino)-1,3,5-triazin-2-yl)-1-(5-tetradecanamidopentyl)pyrrolidin-1-ium chloride [Cl-].ClC1=NC(=NC(=N1)NCCC[Si](OC)(OC)OC)[N+]1(CCCC1)CCCCCNC(CCCCCCCCCCCCC)=O